ClC1=NC=NC(=C1)C=1C=NC=CC1 4-chloro-6-(pyridin-3-yl)pyrimidine